2-(4-(2-Hydroxy-2-methylpropanoyl)phenoxy)ethyl 3,5-diaminobenzoate NC=1C=C(C(=O)OCCOC2=CC=C(C=C2)C(C(C)(C)O)=O)C=C(C1)N